C12COCC(CN(C1)C=1N=C3C(=NC1)N=C(C=C3)SC3=C(C(=NC=C3)N)Cl)N2 4-((2-(3-oxa-7,9-diazabicyclo[3.3.1]nonan-7-yl)pyrido[2,3-b]pyrazin-6-yl)thio)-3-chloropyridin-2-amine